ClC1=CC=C(CN2N(C3=C(CN(CC3)CC3=CC(=CC(=C3)F)F)C2=O)C2=CC=CC=C2)C=C1 2-(4-chlorobenzyl)-5-(3,5-difluorobenzyl)-1-phenyl-1,2,4,5,6,7-hexahydro-3H-pyrazolo[4,3-c]pyridin-3-one